Bis{4-(naphthalene-2-yl)-phenyl}-(2'-phenyl-[1,1':4',1'']terphenyl-4''-yl)-amine C1=C(C=CC2=CC=CC=C12)C1=CC=C(C=C1)N(C1=CC=C(C=C1)C1=CC(=C(C=C1)C1=CC=CC=C1)C1=CC=CC=C1)C1=CC=C(C=C1)C1=CC2=CC=CC=C2C=C1